CC1=C(C(=O)O)C=CC(=C1C)S(=O)(=O)C 2,3-dimethyl-4-methylsulfonylbenzoic acid